lithium (cyanomethyl)trifluoroborate C(#N)C[B-](F)(F)F.[Li+]